C(=O)O.C(C)OC1=CC=2N(C=C1C(=O)NC=1N=NC(=CC1)N1CC3CN(CC3C1)C)C=C(N2)C 7-ethoxy-2-methyl-N-(6-(5-methylhexahydropyrrolo[3,4-c]pyrrol-2(1H)-yl)pyridazin-3-yl)imidazo[1,2-a]pyridine-6-carboxamide formate